C(C)(C)(C)C1=NOC(=C1)NC(NC1=C(C=C(OC2=CC(=NC=C2)NC(C)=O)C=C1)F)=O N-(4-{4-[3-(3-tert-Butyl-isoxazol-5-yl)-ureido]-3-fluoro-phenoxy}-pyridin-2-yl)-acetamide